ClC1=CC2=C(C=N1)C(=CN2C2=NC(=CC(=C2)C)C2(COCC2)OC)C2CC(C2)C#N 3-(6-chloro-1-(6-(3-methoxytetrahydrofuran-3-yl)-4-methylpyridin-2-yl)-1H-pyrrolo[3,2-c]Pyridin-3-yl)cyclobutane-1-carbonitrile